F[GeH2]F difluorogermane